Cl.FC(=C1C(CNCC1)C)F 4-(difluoromethylene)-3-methylpiperidine hydrochloride